(E)-1-(4-chlorophenyl)-4,4-dimethyl-2-(1,2,4-triazol-1-yl)pent-1-en-3-ol ClC1=CC=C(C=C1)\C=C(/C(C(C)(C)C)O)\N1N=CN=C1